O1CCN(CC1)CCOC=1C=CC(=C2C=CC=NC12)C1=CC2=C(OCO2)C=C1 8-(2-morpholinoethoxy)-5-(benzo[d][1,3]dioxol-5-yl)quinoline